3-cyclopropyl-7-methyl-2-(4-(methylsulfonyl)phenyl)-5-(4-((6-(oxetan-3-yl)-2,6-diazaspiro[3.3]heptan-2-yl)methyl)phenyl)-3H-imidazo[4,5-b]pyridine C1(CC1)N1C(=NC=2C1=NC(=CC2C)C2=CC=C(C=C2)CN2CC1(C2)CN(C1)C1COC1)C1=CC=C(C=C1)S(=O)(=O)C